C(CCCCCCCCCCCCCCCCC)(=O)OCC(OC(CCCCCCCCCCCCCCCCC)=O)COP(=O)(O)OCC[N+](C)(C)C 1,2-distearoyl-glycero-3-phosphorylcholine